N[C@H](C(=O)N1C[C@H]2[C@@H]([C@H]1C(=O)O)CCC2)CC2CC2 (3S,3aS,6aR)-2-[(2S)-2-amino-3-cyclopropyl-propanoyl]-3,3a,4,5,6,6a-hexahydro-1H-cyclopenta[c]pyrrole-3-carboxylic acid